O[C@H]1[C@@H](O[C@@H]([C@H]([C@@H]1O)O)OC[C@@H](C1=CC=C(C=C1)OC(F)(F)F)NC(CN1N=NC2=C(C1=O)C=CC=C2)=O)C(=O)O (2R,3R,4R,5S,6S)-3,4,5-trihydroxy-6-((R)-2-(2-(4-oxobenzo[d][1,2,3]triazin-3(4H)-yl)acetamido)-2-(4-(trifluoromethoxy)phenyl)ethoxy)tetrahydro-2H-pyran-2-carboxylic acid